4-(3-fluoro-4-(propylsulfonamido)phenyl)-7H-pyrrolo[2,3-d]pyrimidin FC=1C=C(C=CC1NS(=O)(=O)CCC)C=1C2=C(N=CN1)NC=C2